C1(CCCCC1)P(C1=C(C=CC=C1)C=1C(=CC=CC1)N(C)C)C1CCCCC1 2'-(dicyclohexylphosphanyl)-N,N-dimethyl-[1,1'-biphenyl]-2-amine